2,4-dibromopyrazine BrC1=NC=CN(C1)Br